(1-(2-(phenylmethoxy)ethyl)cyclopentyl)methanol C1(=CC=CC=C1)COCCC1(CCCC1)CO